(1S,9S)-9-Ethyl-5-Fluoro-9-Hydroxy-1-((2-HydroxyEthyl)Amino)-4-Methyl-2,3,12,15-Tetrahydrobenzo[De]Pyrano[3',4':6,7]Indolizino[1,2-b]Quinoline-10,13(1H,9H)-Dione Hydrochloride Cl.C(C)[C@]1(C(OCC=2C(N3CC=4C(=NC=5C=C(C(=C6C5C4[C@H](CC6)NCCO)C)F)C3=CC21)=O)=O)O